2,4-Dichloroquinazoline ClC1=NC2=CC=CC=C2C(=N1)Cl